4-(4-(tert-butyloxycarbonyl)piperazine-1-yl)phenylboronic acid C(C)(C)(C)OC(=O)N1CCN(CC1)C1=CC=C(C=C1)B(O)O